(9H-fluoren-9-yl)methyl (S)-(1-(4-chlorophenyl)-3-(((4-nitrophenoxy)carbonyl)oxy)propan-2-yl-3,3-d2)carbamate ClC1=CC=C(C=C1)C[C@@H](C([2H])([2H])OC(=O)OC1=CC=C(C=C1)[N+](=O)[O-])NC(OCC1C2=CC=CC=C2C=2C=CC=CC12)=O